ClC1=CC=C(C(=N1)C(=O)N)O[C@H](C)C=1C=C(C=C2C(C(=C(OC12)C=1C=NN2C1OCCC2)C)=O)C 6-Chloro-3-[(1R)-1-[2-(6,7-dihydro-5H-pyrazolo[5,1-b][1,3]oxazin-3-yl)-3,6-dimethyl-4-oxo-chromen-8-yl]ethoxy]pyridine-2-carboxamide